Ethyl 5-hydroxy-8-isopropyl-12-oxo-1,2,3,7,8,12-hexahydropyrano[2,3-h]pyrido[2,1-a]isoquinoline-11-carboxylate OC1=CC=2CC(N3C(C2C2=C1OCCC2)=CC(C(=C3)C(=O)OCC)=O)C(C)C